BrC1=C(C(=CC(=C1C)[N+](=O)[O-])Br)O 2,6-dibromo-3-methyl-4-nitrophenol